C1(CCC1)CN[C@H]1CN(CCC1)C=1C=CC(=NC1)CN1N=NC(=C1)C=1C=C(C=NC1)N(C)C (R)-5-(1-((5-(3-((cyclobutylmethyl)amino)piperidin-1-yl)pyridin-2-yl)methyl)-1H-1,2,3-triazol-4-yl)-N,N-dimethylpyridin-3-amine